CN(C)CCCOC=1C=NC(=CC1)Br N,N-dimethyl-3-((6-bromopyridin-3-yl)oxy)-1-propylamine